(2S,3R,5R)-3-((E)-(2-(4-(2-chloro-3,4-dihydroxybenzamido)butanoyl)hydrazono)methyl)-3-methyl-7-oxo-4-thia-1-azabicyclo[3.2.0]heptane-2-carboxylic acid 4,4-dioxide ClC1=C(C(=O)NCCCC(=O)N\N=C\[C@]2([C@@H](N3C(C[C@H]3S2(=O)=O)=O)C(=O)O)C)C=CC(=C1O)O